NC1=NN2C(C=C(C=C2)C=2C(=C(C(=O)NCC3(CC3)C(O)C3=CC=C(C=C3)F)C(=CC2)C([2H])([2H])[2H])F)=N1 3-(2-amino-[1,2,4]triazolo[1,5-a]pyridin-7-yl)-2-fluoro-N-((1-((4-fluorophenyl)(hydroxy)methyl)cyclopropyl)methyl)-6-(methyl-d3)benzamide